O1C(NC2=C1C=CC(=C2)C2(NC(=NC=C2C)NC2=CC1=C(C=NO1)C=C2)N)=O 4-(benzo[d]oxazol-2(3H)-one-5-yl)-N2-(1,2-benzisoxazol-6-yl)-5-methylpyrimidine-2,4-diamine